Cl.COC(=O)[C@@H]1CC2=C(NC3=CC=CC=C23)CN1 (S)-2,3,4,9-tetrahydro-1H-pyrido[3,4-b]indole-3-carboxylic acid methyl ester hydrochloride